C(C1=CC=C(C(=O)NCC(=O)O)C=C1)(=O)NCC(=O)O 2,2'-terephthalamidodiacetic acid